C(C)(C)(C)OC(=O)N1CC(C1)C=1C=NC(=C(C(=O)OC)C1C)N1CCC(CCC1)(F)F methyl 5-(1-(tert-butoxycarbonyl)azetidin-3-yl)-2-(4,4-difluoroazepan-1-yl)-4-methylnicotinate